F[C@H]1[C@@H]2CCC[C@H](C[C@H]1OC1=CC=C(N=N1)C=1C(=CC(=NC1)C=1C=NN(C1)C)O)N2 5-(6-(((1s,2s,3r,5r)-2-fluoro-9-azabicyclo[3.3.1]non-3-yl)oxy)pyridazin-3-yl)-2-(1-methyl-1H-pyrazol-4-yl)pyridin-4-ol